Tert-butyl (2-(prop-2-yn-1-ylamino)ethyl)carbamate C(C#C)NCCNC(OC(C)(C)C)=O